13,13-diethoxy-(5Z)-1,5-tridecadien-3-yne C(C)OC(CCCCCC\C=C/C#CC=C)OCC